N[C@H](C)CCCN(CC)CC |r| racemic-2-amino-5-diethylaminopentane